OC=1C=C(C=C(C1)O)[C@H](N)C(=O)O (S)-2-(3,5-dihydroxyphenyl)glycine